5-cyano-3H-spiro[furo[2,3-c]pyridine-2,4'-piperidine]-1'-carboxylate C(#N)C=1C=C2C(=CN1)OC1(CCN(CC1)C(=O)[O-])C2